ClC1=C(C=CC(=C1)Cl)[C@@H](C)NC1=NN=C(C2=CC=C(C=C12)N1CCNCC1)C (R)-N-(1-(2,4-dichlorophenyl)ethyl)-4-methyl-7-(piperazin-1-yl)phthalazin-1-amine